5,5'-((((propane-2,2-diylbis(4,1-phenylene))bis(oxy))bis(2,3,5,6-tetrafluoro-4,1-phenylene))bis(methylene))bis(bicyclo[2.2.1]hept-2-ene) CC(C)(C1=CC=C(C=C1)OC1=C(C(=C(C(=C1F)F)CC1C2C=CC(C1)C2)F)F)C2=CC=C(C=C2)OC2=C(C(=C(C(=C2F)F)CC2C1C=CC(C2)C1)F)F